3-hydroxy-3-phenylpropionyl-CoA OC(CC(=O)SCCNC(CCNC([C@@H](C(COP(OP(OC[C@@H]1[C@H]([C@H]([C@@H](O1)N1C=NC=2C(N)=NC=NC12)O)OP(=O)(O)O)(=O)O)(=O)O)(C)C)O)=O)=O)C1=CC=CC=C1